(1s,4s)-4-(((benzyloxy)carbonyl)amino)cyclohexane-1-carboxylic acid C(C1=CC=CC=C1)OC(=O)NC1CCC(CC1)C(=O)O